NC1C(C(OC2=CC=CC(=C12)F)C)O rac-cis-4-amino-5-fluoro-2-methylchroman-3-ol